OC(=O)C(F)(F)F.C(C)(C)(C)C1=NC(=NO1)C(=O)NCC1=C(C=C(C=C1)C=1C=2C(N=CC1)=CN(N2)CCCCN2CCC(CC2)C2=CC=C(C=C2)NC2C(NC(CC2)=O)=O)C 5-tert-butyl-N-[[4-[2-[4-[4-[4-[(2,6-dioxo-3-piperidyl)amino]phenyl]-1-piperidyl]butyl]pyrazolo[4,3-b]pyridin-7-yl]-2-methyl-phenyl]methyl]-1,2,4-oxadiazole-3-carboxamide TFA salt